ethylaminomethyl-triethoxysilane C(C)NC[Si](OCC)(OCC)OCC